5-methyl-1-(4-hydroxyphenyl)-2(1H)-pyridone CC=1C=CC(N(C1)C1=CC=C(C=C1)O)=O